2-((1H-pyrazol-5-yl) oxy)-2-methylpropyl methanesulfonate CS(=O)(=O)OCC(C)(C)OC1=CC=NN1